C(C)(C)(C)C1=CC=2C(=NC(=CN2)[C@@H]2CCCCC[C@@H](N2)CO)N1C [(2R,8S)-8-(6-tert-Butyl-5-methyl-pyrrolo[2,3-b]pyrazin-3-yl)azocan-2-yl]methanol